1-(3-((6,6-difluoro-4-hydroxy-2-methyl-3-oxo-2-azabicyclo[3.1.0]hexan-4-yl)ethynyl)phenyl)-7-methoxyimidazo[1,5-a]pyridine-3-carboxamide FC1(C2C(C(N(C12)C)=O)(O)C#CC=1C=C(C=CC1)C=1N=C(N2C1C=C(C=C2)OC)C(=O)N)F